tert-butyl 2-(3-bromo-2-oxopyrrolidin-1-yl)acetate BrC1C(N(CC1)CC(=O)OC(C)(C)C)=O